8-chloro-6-(3,5-dimethoxyphenyl)-2-(methylthio)pyrido[3,4-d]pyrimidine ClC1=NC(=CC2=C1N=C(N=C2)SC)C2=CC(=CC(=C2)OC)OC